(3R,4R)-N-[3-(4-methylpiperazin-1-yl)phenyl]-2-[(4-methylphenyl)methyl]-1-oxo-3-[4-(trifluoromethyl)phenyl]-1,2,3,4-tetrahydroisoquinoline-4-carboxamide CN1CCN(CC1)C=1C=C(C=CC1)NC(=O)[C@H]1[C@@H](N(C(C2=CC=CC=C12)=O)CC1=CC=C(C=C1)C)C1=CC=C(C=C1)C(F)(F)F